N,N-dimethyl-3,5-dimethylpiperidinium fluoride [F-].C[N+]1(CC(CC(C1)C)C)C